(S)-N-(5-(2,4-difluorophenoxy)pyrazin-2-yl)-2-(4-((R)-5-hydroxy-4,5,6,7-tetrahydropyrazolo[1,5-a]pyridine-5-carbonyl)-3,3-dimethylpiperazin-1-yl)propenamide FC1=C(OC=2N=CC(=NC2)NC(C(=C)N2CC(N(CC2)C(=O)[C@@]2(CC=3N(CC2)N=CC3)O)(C)C)=O)C=CC(=C1)F